FC1=CC2=C(N(C(N=C2N2C[C@H](N(CC2)C(C=C)=O)C)=O)C=2C(=NC=CC2C)C(C)C)N=C1C1=C(C=CC=C1O)F (M)-6-fluoro-7-(2-fluoro-6-hydroxyphenyl)-1-(4-methyl-2-(2-propanyl)-3-pyridinyl)-4-((3R)-3-methyl-4-(2-propenoyl)-1-piperazinyl)pyrido[2,3-d]pyrimidin-2(1H)-one